ClC1=CC=C(C=C1)CCC(=O)N(C)C 3-(4-chlorophenyl)-N,N-dimethylpropanamid